COCCNC(=O)C1CCCCC1 N-(2-methoxyethyl)cyclohexane-1-carboxamide